3-[tert-butyl-(diphenyl)silyl]oxy-2,2-dimethyl-propionyl chloride C(C)(C)(C)[Si](OCC(C(=O)Cl)(C)C)(C1=CC=CC=C1)C1=CC=CC=C1